ClC1=C(C=CC=C1)CC(C(=O)OC1CC2CCC(C1)N2C)C2=CC=CC=C2 8-Methyl-8-azabicyclo[3.2.1]octan-3-yl 3-(2-chlorophenyl)-2-phenylpropanoate